3-[1-(2,2,2-trifluoroethyl)-4-(5-{[4-(trifluoromethoxy)benzyl]oxy}pyridin-3-yl)piperazin-2-yl]propanoic acid FC(CN1C(CN(CC1)C=1C=NC=C(C1)OCC1=CC=C(C=C1)OC(F)(F)F)CCC(=O)O)(F)F